FC1(CCC(CC1)N1C(C=CC(=C1)[N+](=O)[O-])=O)F 1-(4,4-difluorocyclohexyl)-5-nitropyridin-2(1H)-one